N-(4-(3-(4-propenoylpiperazin-1-yl)pyridin-4-yl)-2-methylbenzyl)-6-(difluoromethyl)nicotinamide C(C=C)(=O)N1CCN(CC1)C=1C=NC=CC1C1=CC(=C(CNC(C2=CN=C(C=C2)C(F)F)=O)C=C1)C